methyl 5-{[(dimethylamino)methylidene]amino-sulfonyl}-2-(trifluoromethanesulfonyloxy)benzoate CN(C)C=NS(=O)(=O)C=1C=CC(=C(C(=O)OC)C1)OS(=O)(=O)C(F)(F)F